BrC1=CC2=C(N=C(C=3CCNCC23)Cl)C(=C1)F 9-bromo-5-chloro-7-fluoro-1,2,3,4-tetrahydrobenzo[C][2,6]naphthyridine